6-Isopropyl-5-(8-methoxy-[1,2,4]triazolo[1,5-a]pyridin-6-yl)-1-((1S,4S)-4-(neopentylamino)cyclohexyl)-1,3-dihydro-2H-benzo[d]imidazol-2-on C(C)(C)C=1C(=CC2=C(N(C(N2)=O)C2CCC(CC2)NCC(C)(C)C)C1)C=1C=C(C=2N(C1)N=CN2)OC